NC1=NNC2=CC=C(C=C12)C1=CC(=NC=C1)NC(=O)NC1=CC=C(C=C1)Cl 1-(4-(3-amino-1H-indazol-5-yl)pyridin-2-yl)-3-(4-chlorophenyl)urea